(R)-4-(8-fluoroimidazo[1,2-a]pyridin-3-yl)-7-((5-(3-(2-hydroxypropan-2-yl)-4-methylpiperazin-1-yl)pyridin-2-yl)amino)-2,3-dihydro-1H-pyrrolo[3,4-c]pyridin-1-one FC=1C=2N(C=CC1)C(=CN2)C2=NC=C(C1=C2CNC1=O)NC1=NC=C(C=C1)N1C[C@@H](N(CC1)C)C(C)(C)O